ClC1=NC=NC=C1OC1=C(C(=O)N(C(C)C)C(C)C)C=C(C=C1)F 2-((4-Chloropyrimidin-5-yl)oxy)-5-fluoro-N,N-diisopropylbenzamide